ClC=1N=CC2=C(N1)N(C=C2Cl)C[C@H](COC2=NN(C(=C2[N+](=O)[O-])C)C2CCC(CC2)OC)C 2,5-dichloro-7-((R)-3-((1-((1r,4R)-4-methoxycyclohexyl)-5-methyl-4-nitro-1H-pyrazol-3-yl)oxy)-2-methylpropyl)-7H-pyrrolo[2,3-d]pyrimidine